ClC=1C(=C(C=CC1)C#N)C#N monochlorodicyanobenzene